1,1,1,3,3,3-hexafluoropropan-2-yl 2-((2-acetyl-1,2,3,4-tetrahydroisoquinolin-8-yl) methyl)-2,8-diazaspiro[4.5]decane-8-carboxylate C(C)(=O)N1CC2=C(C=CC=C2CC1)CN1CC2(CC1)CCN(CC2)C(=O)OC(C(F)(F)F)C(F)(F)F